1-[(1-butyl-1H-1,2,3,4-tetrazol-5-yl)methyl]-4-(2,4,6-trimethoxyphenyl)-1,2,3,6-tetrahydropyridine C(CCC)N1N=NN=C1CN1CCC(=CC1)C1=C(C=C(C=C1OC)OC)OC